(E)-2-hydroxy-3-methoxy-5-(2-(6-methylpyridin-3-yl)vinyl)benzaldehyde OC1=C(C=O)C=C(C=C1OC)\C=C\C=1C=NC(=CC1)C